(S)-2-((R)-3-Methyl-morpholin-4-yl)-9-{2-[2-((R)-3-methyl-morpholin-4-yl)pyridin-4-yl]-2-oxoethyl}-8-trifluoromethyl-6,7,8,9-tetrahydropyrimido[1,2-a]pyrimidin-4-one C[C@H]1N(CCOC1)C=1N=C2N(C(C1)=O)CC[C@H](N2CC(=O)C2=CC(=NC=C2)N2[C@@H](COCC2)C)C(F)(F)F